CS(=O)(=O)OC[C@@H](CC1=CC=2N(C=C1C)C=NN2)C [(2R)-2-methyl-3-(6-methyl-[1,2,4]triazolo[4,3-a]pyridin-7-yl)propyl] methanesulfonate